C(C)(C)(C)C1=CC=C(C=NO)C=C1 4-tert-butyl-benzaldehyde oxime